CC=1C(=NC=CN1)CC METHYLETHYLPYRAZIN